Tert-Butyl 2-Oxoindoline-1-Carboxylate O=C1N(C2=CC=CC=C2C1)C(=O)OC(C)(C)C